N-[1-(4-{[(2S*,4R*)-2-methyl-1-propionyl-1,2,3,4-tetrahydroquinolin-4-yl]amino}benzoyl)azetidin-3-yl]benzamide C[C@@H]1N(C2=CC=CC=C2[C@@H](C1)NC1=CC=C(C(=O)N2CC(C2)NC(C2=CC=CC=C2)=O)C=C1)C(CC)=O |o1:1,9|